methyl 2-(5-bromo-2-(1-(4-chlorophenyl)-1H-pyrazole-4-sulfonamido)phenyl)acetate BrC=1C=CC(=C(C1)CC(=O)OC)NS(=O)(=O)C=1C=NN(C1)C1=CC=C(C=C1)Cl